N1C=C(CC1)C=O 4,5-dihydro-1H-pyrrol-3-yl-methanone